C(C)OC(=O)C1=NN(C(=C1I)C)C 4-iodo-1,5-dimethyl-pyrazole-3-carboxylic acid ethyl ester